C(CCCCCC)C(OCCCCCCN(CCCCO)CCCCCCOC(CCCCCCC)O[Si](O[Si](CCCCCCCC)(C)C)(C)C)O[Si](O[Si](CCCCCCCC)(C)C)(C)C 13-heptyl-15,15,17,17-tetramethyl-5-(6-((1-((1,1,3,3-tetramethyl-3-octyldisiloxaneyl)oxy)octyl)oxy)hexyl)-12,14,16-trioxa-5-aza-15,17-disilapentacosan-1-ol